tin (IV) isopropoxide CC([O-])C.[Sn+4].CC([O-])C.CC([O-])C.CC([O-])C